6,7-dichloro-1-(1-(2-fluorobenzyl)piperidin-4-yl)-3,4-dihydroquinazolin-2(1H)-one ClC=1C=C2CNC(N(C2=CC1Cl)C1CCN(CC1)CC1=C(C=CC=C1)F)=O